(E)-6,8-dimethyl-2-oxo-1,2-dihydroquinoline CC=1C=C2C=CC(NC2=C(C1)C)=O